(R or S)-1-((3-(ethoxymethyl)-1-(2-(6-methylpyridin-3-yl)propan-2-yl)pyrrolidin-3-yl)methyl)-3-ethyl-5,6-difluoro-1,3-dihydro-2H-benzo[d]imidazol-2-one C(C)OC[C@]1(CN(CC1)C(C)(C)C=1C=NC(=CC1)C)CN1C(N(C2=C1C=C(C(=C2)F)F)CC)=O |o1:4|